4-acetylamino-3-bromo-2-(2-bromoethoxy)-5-chlorobenzoic acid methyl ester COC(C1=C(C(=C(C(=C1)Cl)NC(C)=O)Br)OCCBr)=O